dimethylbutoxy(2-vinylphenyl)silane C[Si](C1=C(C=CC=C1)C=C)(OCCCC)C